4-(4-(difluoromethoxy)-3-methoxyphenyl)-6-oxo-1,6-dihydropyrimidine-5-carbonitrile FC(OC1=C(C=C(C=C1)C=1N=CNC(C1C#N)=O)OC)F